CC1CCC23CC1C(C2C=CC3C)(C)C 3-cedrene